ClC=1C=C2C=NN(C2=C(C1C)C1=C(C(=NC=2CN(CCC12)C(C)C)N1CC2(CN(C2)C(C=C)=O)CC1)C)C 1-(6-(4-(5-chloro-1,6-dimethyl-1H-indazol-7-yl)-3-methyl-7-(2-propanyl)-5,6,7,8-tetrahydro-1,7-naphthyridin-2-yl)-2,6-diazaspiro[3.4]octan-2-yl)-2-propen-1-one